3-(4-methyl-1-((2-(trimethylsilyl)ethoxy)methyl)-1H-pyrazol-3-ylpyridin-2-yl)methoxycyclohex-1-en-1-yl trifluoromethanesulfonate FC(S(=O)(=O)OC1=CC(CCC1)OCC1=NC=CC=C1C1=NN(C=C1C)COCC[Si](C)(C)C)(F)F